C(C)(C)(C)OC(=O)N[C@H]1CSC2=C(N(C1=O)CC1=CC=C(C=C1)Cl)C=C(C=C2)C(=O)O (3R)-3-(tert-Butoxycarbonylamino)-5-(4-chlorobenzyl)-4-keto-2,3-dihydro-1,5-benzothiazepine-7-formic acid